N-[(5-chloropyridin-2-yl)methylene]-2-methylpropane-2-sulfinamide 2-((4-Acetyl-3-amino-2,6-dimethoxyphenyl)(methyl)amino)ethylmethacrylat C(C)(=O)C1=C(C(=C(C(=C1)OC)N(CCOC(C(=C)C)=O)C)OC)N.ClC=1C=CC(=NC1)C=NS(=O)C(C)(C)C